(2S,5S)-hexanediol C[C@@H](CC[C@H](C)O)O